ClC=1C(=C(C=CC1)CC1N(CC=C1)C(=O)OCC1=CC=CC=C1)F benzyl 2-[(3-chloro-2-fluorophenyl) methyl]-2,5-dihydro-1H-pyrrole-1-carboxylate